1-pentadecanoyl-2-(4Z,7Z,10Z,13Z,16Z,19Z-docosahexaenoyl)-glycero-3-phospho-(1'-sn-glycerol) CCCCCCCCCCCCCCC(=O)OC[C@H](COP(=O)(O)OC[C@H](CO)O)OC(=O)CC/C=C\C/C=C\C/C=C\C/C=C\C/C=C\C/C=C\CC